(R)-2-((5-fluoro-2-methoxyphenyl)(1H-indole-2-yl)methyl)isoindolin-1-one 2-O-α-glucosylglycerate [C@H]1([C@H](O)[C@@H](O)[C@H](O)[C@H](O1)CO)OC(C(=O)O)CO.FC=1C=CC(=C(C1)[C@@H](N1C(C2=CC=CC=C2C1)=O)C=1NC2=CC=CC=C2C1)OC